C(C)(=O)NC1=C(C=CC(=C1)[N+](=O)[O-])N(C(C=C)=O)CC N-(2-acetamido-4-nitrophenyl)-N-ethyl-acrylamide